(5-bromo-1-(3,3-difluorocyclopentyl)-1H-indazol-3-yl)methanol BrC=1C=C2C(=NN(C2=CC1)C1CC(CC1)(F)F)CO